C(C=C)(=O)NC1=NC=CC=C1 acrylamidopyridin